NCCCCN(C1=C2CN(C(C2=CC=C1)=O)C1C(NC(CC1)=O)=O)C\C=C\C (E)-3-(4-((4-aminobutyl)(but-2-en-1-yl)amino)-1-oxoisoindolin-2-yl)piperidine-2,6-dione